C(#N)C1=CC(=C(C(=O)O)C=C1)F 4-cyano-2-fluorobenzoic acid